2,4,6,7-tetrahydro-5H-pyrazolo[4,3-c]pyridine-5-carboxylic acid N=1NC=C2CN(CCC21)C(=O)O